4-(diphenyl-amino)phenylboronic acid pinacol ester C1(=CC=CC=C1)N(C1=CC=C(C=C1)B1OC(C)(C)C(C)(C)O1)C1=CC=CC=C1